FC(CN1C(=NC2=NC=C(C=C21)C2=CNC=1N=C(N=C(C12)OC)N[C@@H]1CC[C@@H](CC1)OC([2H])([2H])[2H])C)F 5-(1-(2,2-difluoroethyl)-2-methyl-1H-imidazo[4,5-b]pyridin-6-yl)-4-methoxy-N-(cis-4-(methoxy-d3)cyclohexyl)-7H-pyrrolo[2,3-d]pyrimidin-2-amine